4-methyl-2-(4,4,5,5-tetramethyl-1,3,2-dioxaborolan-2-yl)pyridine CC1=CC(=NC=C1)B1OC(C(O1)(C)C)(C)C